tert-butyl (3-(3-(6-(1-(2,2-difluorobenzo[d][1,3]dioxol-5-yl)cyclopropane-1-carboxamido)-3-methylpyridin-2-yl)benzamido)propyl)carbamate FC1(OC2=C(O1)C=CC(=C2)C2(CC2)C(=O)NC2=CC=C(C(=N2)C=2C=C(C(=O)NCCCNC(OC(C)(C)C)=O)C=CC2)C)F